tert-butyl 8-(4-bromo-2-pyridinyl)-5-oxa-2,8-diazaspiro[3.5]nonane-2-carboxylate BrC1=CC(=NC=C1)N1CCOC2(CN(C2)C(=O)OC(C)(C)C)C1